2-Chloro-N-{2-[4-(difluoromethyl)-1,3-thiazol-5-yl]-2-{4-[(dimethyl-1,2-oxazol-4-yl)methoxy]piperidin-1-yl}ethyl}-6-fluorobenzamid ClC1=C(C(=O)NCC(N2CCC(CC2)OCC=2C(=NOC2C)C)C2=C(N=CS2)C(F)F)C(=CC=C1)F